(S)-4-((3-oxocyclopentyl)amino)-3-((trifluoromethyl)sulfonyl)benzenesulfonamide O=C1C[C@H](CC1)NC1=C(C=C(C=C1)S(=O)(=O)N)S(=O)(=O)C(F)(F)F